2-(6-(5-chloro-1-((5-(2-methoxypyridin-4-yl)pyrazine-2-yl)methyl)-1H-indazole-7-carboxamido)spiro[3.3]heptan-2-yl)acetic acid ClC=1C=C2C=NN(C2=C(C1)C(=O)NC1CC2(CC(C2)CC(=O)O)C1)CC1=NC=C(N=C1)C1=CC(=NC=C1)OC